2-[1-[5-[(2,6-dioxo-3-piperidyl)amino]-3-fluoro-2-pyridinyl]-4-hydroxy-4-piperidyl]acetic acid hydrochloride Cl.O=C1NC(CCC1NC=1C=C(C(=NC1)N1CCC(CC1)(O)CC(=O)O)F)=O